[N+](=O)([O-])C1=CC=C(OC(=O)OCCC2CCN(CC2)C(=O)OC(C)(C)C)C=C1 tert-butyl 4-(2-(((4-nitrophenoxy)carbonyl)oxy)ethyl)piperidine-1-carboxylate